ClC=1C=C(C=C(C1OC=1C(=C2C3(C(NC2=CC1)=O)CC3)F)Cl)C=3C(NC(N(N3)C)=O)=O 6-(3,5-dichloro-4-((4'-fluoro-2'-oxospiro[cyclopropane-1,3'-indoline]-5'-yl)oxy)phenyl)-2-methyl-1,2,4-triazine-3,5(2h,4h)-dione